5,5'-dimethyl-4,6'-diaminobiphenyl tert-butyl-(R)-(4-((1-(3-acetamido-5-(trifluoromethyl)phenyl)ethyl)amino)-2-methyl-8,9-dihydro-7H-cyclopenta[h]quinazolin-6-yl)carbamate C(C)(C)(C)N(C(O)=O)C=1C=C2C(=NC(=NC2=C2C1CCC2)C)N[C@H](C)C2=CC(=CC(=C2)C(F)(F)F)NC(C)=O.CC=2C(=CC=C(C2)C2=CC=CC(=C2N)C)N